tert-butyl 4-((1R,3r)-3-((3R,4S)-4-(2-(2,6-dioxopiperidin-3-yl)-1-oxoisoindolin-5-yl)-3-fluoropiperidin-1-yl)cyclobutoxy)piperidine-1-carboxylate O=C1NC(CC[C@H]1N1C(C2=CC=C(C=C2C1)[C@H]1[C@H](CN(CC1)C1CC(C1)OC1CCN(CC1)C(=O)OC(C)(C)C)F)=O)=O